C(CC)(C1=CC=C(C=C1)O)C1=CC=C(C=C1)O 4,4'-propylidenbis[Phenol]